N1C(=NC=C1)C1=CC(=CC(=C1)C=1NC=CN1)C=1NC=CN1 1,3,5-triimidazolyl-benzene